trans-N-(4-(2-Cyclopropyloxazol-4-yl)pyridin-2-yl)-4-(hydroxymethyl)-N-((trans-4-(5-methoxy-6-methylpyridin-2-yl)cyclohexyl)methyl)cyclohexanecarboxamide C1(CC1)C=1OC=C(N1)C1=CC(=NC=C1)N(C(=O)[C@@H]1CC[C@H](CC1)CO)C[C@@H]1CC[C@H](CC1)C1=NC(=C(C=C1)OC)C